C1(=CC=CC=C1)C=CC=C 4-phenyl-butadiene